(1S,2R,3R,5R)-3-((5-(4-(2,5-dihydrofuran-3-yl)-2-(methoxymethoxy) phenyl) pyrazin-2-yl) (methyl) amino)-2-fluoro-8-azabicyclo[3.2.1]octane-8-carboxylate O1CC(=CC1)C1=CC(=C(C=C1)C=1N=CC(=NC1)N([C@H]1[C@H]([C@@H]2CC[C@H](C1)N2C(=O)[O-])F)C)OCOC